(6aS)-6a,7,8,9-tetrahydro-6H-pyrido[3,2-b]pyrrolo[1,2-d][1,4]oxazine N1=CC=CC=2OC[C@H]3N(C21)CCC3